ClC1=C(C=C(C=C1)N1N=C(N=C1CNC(=O)NCC1=NC=NN1C=1C=C2N=CC=NC2=C(C1)C)C)F 1-{[1-(4-chloro-3-fluorophenyl)-3-methyl-1H-1,2,4-triazol-5-yl]methyl}-3-{[1-(8-methylquinoxalin-6-yl)-1H-1,2,4-triazol-5-yl]methyl}urea